P(=O)(O)(O)O.N1C=NC=C1 imidazole phosphate salt